C(C)OC(=O)OC(C)OC(=O)C=1C=NN(C1)C=1C=C2C(=CN(C2=CC1)C(C)C)C#N 1-(3-cyano-1-isopropyl-1H-Indol-5-yl)-1H-pyrazole-4-carboxylic acid {1-[(ethoxycarbonyl)oxy]}ethyl ester